C(C)(C)(C)[S@](=O)N[C@@H](C)C1=CC(=C(C=C1)NC(C)=O)F N-(4-((S)-1-(((S)-tert-butylsulfinyl)amino)ethyl)-2-fluorophenyl)acetamide